O=C1CC2(CN1)C1C(N(CC2CC1)C(=O)OC(C)(C)C)C1=NC(=CC=C1)C(F)(F)F tert-butyl 5'-oxo-2-(6-(trifluoromethyl)pyridin-2-yl)-3-azaspiro[bicyclo[3.2.1]octane-8,3'-pyrrolidine]-3-carboxylate